N,N'-bis(4-aminophenyl)-N,N'-diphenylbenzidine NC1=CC=C(C=C1)N(C1=CC=C(C=C1)C1=CC=C(N(C2=CC=CC=C2)C2=CC=C(C=C2)N)C=C1)C1=CC=CC=C1